4-((6-((((4-((6-methylpyrazin-2-yl)oxy)benzylidene)amino)oxy)methyl)-2-phenylimidazo[1,2-a]pyridin-3-yl)amino)benzoic acid CC1=CN=CC(=N1)OC1=CC=C(C=NOCC=2C=CC=3N(C2)C(=C(N3)C3=CC=CC=C3)NC3=CC=C(C(=O)O)C=C3)C=C1